(2-(6-Amino-3-(2-(methylamino)-2-oxoethoxy)-2-oxoquinolin-1(2H)-yl)ethyl)carbamic acid tert-butyl ester C(C)(C)(C)OC(NCCN1C(C(=CC2=CC(=CC=C12)N)OCC(=O)NC)=O)=O